6-[(benzyloxy)carbonyl]-L-lysine t-butyl ester C(C)(C)(C)OC([C@@H](N)CCCC(N)C(=O)OCC1=CC=CC=C1)=O